CC1=C(C(=NS1)C1COC1)C(=O)O 5-methyl-3-(oxetan-3-yl)isothiazole-4-carboxylic acid